tert-Butyl 3-[2-chloro-4-[(2R)-2-hydroxypropoxy]phenyl]-1,4-oxazepane-4-carboxylate ClC1=C(C=CC(=C1)OC[C@@H](C)O)C1COCCCN1C(=O)OC(C)(C)C